N1CC(C1)NC(=O)N1CCN(CC1)C(C1=C(C=C(C=C1)NC=1C=2N(C=CN1)C(=CN2)C=2C(=NNC2)C(F)(F)F)C)=O N-(azetidin-3-yl)-4-[2-methyl-4-[[3-[3-(trifluoromethyl)-1H-pyrazol-4-yl]imidazo[1,2-a]pyrazin-8-yl]amino]benzoyl]piperazine-1-carboxamide